(1S,3S,5S)-5-methyl-2-((5-phenoxypicolinoyl)glycyl)-2-azabicyclo[3.1.0]hexane-3-carboxylic acid C[C@@]12C[C@H](N([C@H]2C1)C(CNC(C1=NC=C(C=C1)OC1=CC=CC=C1)=O)=O)C(=O)O